6-ethynyl-2-(((3R,4R)-3-fluoro-1-(oxetan-3-ylsulfonyl)piperidin-4-yl)amino)-8-((1R,2R)-2-hydroxy-2-methylcyclopentyl)pyrido[2,3-d]pyrimidin-7(8H)-one C(#C)C1=CC2=C(N=C(N=C2)N[C@H]2[C@@H](CN(CC2)S(=O)(=O)C2COC2)F)N(C1=O)[C@H]1[C@](CCC1)(C)O